(5-Bromo-2-methylbenzofuran-3-yl)(3,5-dibromo-4-hydroxyphenyl)methanone BrC=1C=CC2=C(C(=C(O2)C)C(=O)C2=CC(=C(C(=C2)Br)O)Br)C1